N-((3R,4R)-4-(2-hydroxy-2-methylpropoxy)pyrrolidin-3-yl)-1H-pyrrolo[3,2-c]pyridine-6-carboxamide hydrochloride Cl.OC(CO[C@H]1[C@@H](CNC1)NC(=O)C1=CC2=C(C=N1)C=CN2)(C)C